N,N-dimethylimidazo[2,1-b][1,3,4]Thiadiazol-2-amine CN(C1=NN2C(S1)=NC=C2)C